ClC1=CC=C(C(=N1)N1N=C(C(=C1C)C(=O)N(C)C)C(F)F)C(F)F 1-[6-chloro-3-(difluoromethyl)-2-pyridyl]-3-(difluoromethyl)-N,N,5-trimethyl-pyrazole-4-carboxamide